NC1=CC(=NC=N1)NC1=CC(=C2N(C1=O)C1(CCN(CC1)CC(F)F)NC2=O)C 6-((6-aminopyrimidin-4-yl)amino)-1'-(2,2-difluoroethyl)-8-methyl-2H-spiro[imidazo[1,5-a]pyridine-3,4'-piperidine]-1,5-dione